1,4-Dioxaspiro[4.5]decane-8-carboxylic acid ethyl ester C(C)OC(=O)C1CCC2(OCCO2)CC1